C(C1=CC=CC=C1)OC1C(OC(C1OCC1=CC=CC=C1)(COCC1=CC=CC=C1)COCC1=CC=CC=C1)O 3,4-bis(benzyloxy)-5,5-bis((benzyloxy)methyl)tetrahydrofuran-2-ol